2-acryloyloxyisopentensulfonat C(C=C)(=O)OC(=CS(=O)(=O)[O-])C(C)C